7-{6-methyl-4-[(1-methylcyclopropyl)amino]furo[2,3-d]pyrimidine-5-carbonyl}-2-(propan-2-yl)-3h,4h,5h,6h,7h,8h-pyrido[3,4-d]pyrimidin-4-one CC1=C(C2=C(N=CN=C2NC2(CC2)C)O1)C(=O)N1CC=2N=C(NC(C2CC1)=O)C(C)C